Methyl (3S)-7-bromo-1,2,3,4-tetrahydroisoquinoline-3-carboxylate BrC1=CC=C2C[C@H](NCC2=C1)C(=O)OC